chlorobis(2,4,6-trimethylphenyl)borane ClB(C1=C(C=C(C=C1C)C)C)C1=C(C=C(C=C1C)C)C